1,1,1,3,3,3-Hexafluoropropan-2-yl (±)-1-((pyrimidin-5-ylmethyl)carbamoyl)-6-azaspiro[2.5]octan-6-carboxylat N1=CN=CC(=C1)CNC(=O)[C@@H]1CC12CCN(CC2)C(=O)OC(C(F)(F)F)C(F)(F)F |r|